6-(2-(1-cyano-3-fluoropiperidin-3-yl)-3H-imidazo[4,5-b]pyridin-5-yl)picolinenitrile C(#N)N1CC(CCC1)(F)C1=NC=2C(=NC(=CC2)C2=CC=CC(=N2)C#N)N1